BrC=1C=C(C=C2C(=CC(=NC12)Cl)C(=O)N)C 8-bromo-2-chloro-6-methyl-quinoline-4-carboxamide